7-(2-fluoro-3-(1-(1-phenylpropyl)-1H-pyrazol-4-yl)phenyl)-[1,2,4]triazolo[1,5-a]pyridin-2-amine FC1=C(C=CC=C1C=1C=NN(C1)C(CC)C1=CC=CC=C1)C1=CC=2N(C=C1)N=C(N2)N